FC1=CC2=C(N[C@H](CN2)[C@@H](C2=CC=CC=C2)NC[C@@H](C)C=2C(=C(C=CC2)CC(=O)O)OC)N=C1 |o1:18| 2-(3-((S or R)-1-(((R)-((R)-7-fluoro-1,2,3,4-tetrahydropyrido[2,3-b]pyrazin-3-yl)(phenyl)methyl)amino)propan-2-yl)-2-methoxyphenyl)acetic acid